ClC1=CC=NC2=CC(=NC=C12)OC 4-chloro-7-methoxy-1,6-naphthyridine